N1-(2-Aminoethyl)-N3-[4-[4-(3,5-dichlorophenyl)piperazin-1-yl]sulfonylphenyl]-4-[methyl(methylsulfonyl)amino]benzene-1,3-dicarboxamide trifluoroacetate FC(C(=O)O)(F)F.NCCNC(=O)C1=CC(=C(C=C1)N(S(=O)(=O)C)C)C(=O)NC1=CC=C(C=C1)S(=O)(=O)N1CCN(CC1)C1=CC(=CC(=C1)Cl)Cl